4-methoxy-4'-dimethylethyl-benzophenone COC1=CC=C(C(=O)C2=CC=C(C=C2)C(C)(C)C)C=C1